biphenyl cyanoacetate C(#N)CC(=O)O.C1(=CC=CC=C1)C1=CC=CC=C1